Oxospiro[indolin-3,4'-pyran] O=C1NC2=CC=CC=C2C12C=COC=C2